6-methyl-9,10-didehydro-ergoline-8-carboxylic acid CN1CC(C=C2C=3C=CC=C4NC=C(C[C@@H]12)C34)C(=O)O